C(\C=C/C(=O)[O-])(=O)[O-].[Ca+2].C(CO)O ethylene glycol calcium maleate